4-[5-(methylamino)-1-[4-(trifluoromethoxy)phenyl]-1,2,4-triazol-3-yl]benzaldehyde CNC1=NC(=NN1C1=CC=C(C=C1)OC(F)(F)F)C1=CC=C(C=O)C=C1